CON(C(/C=C/C(=O)NC(NC)=O)=O)C (E)-N'-methoxy-N'-methyl-N-(methylcarbamoyl)-but-2-enediamide